(R)-2-((1-(2-cyano-7-methyl-3-(2-oxa-8-azaspiro[4.5]decan-8-yl)quinoxalin-5-yl)ethyl)amino)benzoic acid C(#N)C1=NC2=CC(=CC(=C2N=C1N1CCC2(CCOC2)CC1)[C@@H](C)NC1=C(C(=O)O)C=CC=C1)C